NN(CCCCN)C(=O)O aza-lysine